CN1N=C2C(=CC=CC2=C1)C(=O)N 2-methylindazole-7-carboxamide